(1-(5-hydroxy-pyrimidin-2-yl)piperidin-4-yl)carbamic acid tert-butyl ester C(C)(C)(C)OC(NC1CCN(CC1)C1=NC=C(C=N1)O)=O